C1(=CC=CC=C1)C=CC=C 4-phenyl-1,3-butadiene